tert-butyl (R)-3-(4-(4-cyclopropoxy-6-((2-(difluoromethyl)-6-((2,4-dimethoxy benzyl)amino)pyrimidin-4-yl)amino)pyridin-3-yl)-1H-pyrazol-1-yl)pyrrolidine-1-carboxylate C1(CC1)OC1=C(C=NC(=C1)NC1=NC(=NC(=C1)NCC1=C(C=C(C=C1)OC)OC)C(F)F)C=1C=NN(C1)[C@H]1CN(CC1)C(=O)OC(C)(C)C